C(C1=CC=CC=C1)OC1CCC(CC1)C(C)(C)N 2-((1s,4s)-4-(benzyloxy)cyclohexyl)propan-2-amine